6-chloro-N4-methyl-N4-[1-(1-methylpyrazol-3-yl)cyclopropyl]-1,3,5-triazine-2,4-diamine ClC1=NC(=NC(=N1)N)N(C1(CC1)C1=NN(C=C1)C)C